C(C1=CC=CC=C1)OCCN1CCN(CC1)CC1=C(C=C(C=C1)N=C=S)C(F)(F)F 1-(2-(benzyloxy)ethyl)-4-(4-isothiocyanato-2-(trifluoromethyl)benzyl)piperazine